ClC1=CC=C(OC2=CC=C(C=N2)C2OC2)C=C1 2-(6-(4-chlorophenoxy)pyridine-3-yl)oxirane